benzyl-5-methyl-1,4-diazepane C(C1=CC=CC=C1)N1CCNC(CC1)C